3-[4-[[(3S)-3,4-Dimethylpiperazin-1-yl]methyl]anilino]-5-(methylamino)-6-(3-methylimidazo[4,5-c]pyridin-7-yl)pyrazin C[C@H]1CN(CCN1C)CC1=CC=C(NC=2C=NC(=C(N2)NC)C=2C3=C(C=NC2)N(C=N3)C)C=C1